di(3-methoxybutyl) dicarbonate C(=O)(OCCC(C)OC)OC(=O)OCCC(C)OC